NC1=C(C(=NC=N1)OC1=C(C=C(C=C1)NC(=O)C=1N=CN(C1C(F)(F)F)C1=CC=CC=C1)F)Cl N-[4-(6-amino-5-chloro-pyrimidin-4-yl)oxy-3-fluorophenyl]-1-phenyl-5-(trifluoromethyl)imidazole-4-Carboxamide